C1(CC1)C1=CC(=NC2=CC(=C(C=C12)C=1N=NC(=CC1)N(C1CC(NC(C1)(C)C)(C)C)C)O)C 4-cyclopropyl-2-methyl-6-(6-(methyl(2,2,6,6-tetramethylpiperidin-4-yl)amino)pyridazin-3-yl)-quinolin-7-ol